COC1CN(CCC1)C=1SC2=C(N1)C=C(C=C2)NC(=O)C=2C=CC1=C(CCO1)C2 2,3-dihydro-benzofuran-5-carboxylic acid [2-(3-methoxy-piperidin-1-yl)-benzothiazol-5-yl]-amide